N[C@H](C)C=1C(NC2=CC=C(C=C2C1)Cl)=O (R)-3-(1-aminoethyl)-6-chloroquinolin-2(1H)-one